FC=1C=C(C(=C(C1)NC=1N=C2N(N=CC=C2NC)C1C(=O)N[C@H]1[C@H](C1)F)OC)C1=NC=C(C=C1)C=O {[5-fluoro-3-(5-formylpyridin-2-yl)-2-methoxyphenyl]amino}-N-[(1R,2S)-2-fluorocyclopropyl]-8-(methylamino)imidazo[1,2-b]pyridazine-3-carboxamide